[Mo].[Ni].[Fe].[Cr].CC1C(O1)OCCC[Si](OCC)(OCC)C (gamma-2,3-epoxypropoxy)propylmethyldiethoxysilane chromium iron nickel molybdenum